OCC1CN2C(C(N(O1)C)=O)=C1C(=N2)CC(N(C1)C(=O)O)C.C(C)(C)(C)C1=CC=C(C=C1)NC(C1=CC=CC=C1)=O N-(4-tert-butylphenyl)benzamide 4-(hydroxymethyl)-2,9-dimethyl-1-oxo-1,4,5,8,9,11-hexahydropyrido-[4',3':3,4]pyrazolo[5,1-d][1,2,5]oxadiazepine-10(2H)-carboxylate